OC1=CC=C2C(N(C(=NC2=C1)C(C)C)C1=C(C#N)C=CC=C1)=O (7-hydroxy-2-isopropyl-4-oxo-4H-quinazolin-3-yl)-benzonitrile